ClC1=C(CNC(CC2N(C3=C(OC2)C=C(C=C3)F)C)=O)C=CC=C1 N-(2-chlorobenzyl)-2-(7-fluoro-4-methyl-3,4-dihydro-2H-benzo[b][1,4]oxazin-3-yl)acetamide